molybdenum oxysulfide (2-ethylhexyl)dithiophosphate C(C)C(CSP(=S)([O-])[O-])CCCC.O=S.[Mo+4].C(C)C(CSP(=S)([O-])[O-])CCCC